(R)-6-(4-Aminopiperidin-1-yl)-3-((4-hydroxy-1-(3-phenylbutanoyl)piperidin-4-yl)methyl)pyrimidin-4(3H)-one hydrochloride Cl.NC1CCN(CC1)C1=CC(N(C=N1)CC1(CCN(CC1)C(C[C@@H](C)C1=CC=CC=C1)=O)O)=O